NC12CNCCNCC(CNCCNC1)(CNCCNC2)NCC2=CC=C(C(=O)O)C=C2 4-((8-amino-3,6,10,13,16,19-hexaazabicyclo[6.6.6]eicosan-1-ylamino)methyl)benzoic acid